4''-((3,5-difluoropyridin-2-yl)methoxy)-3-(2-hydroxypropan-2-yl)-5',6''-dimethyl-2H,2''H-[1,2':4',1''-terpyridin]-2,2''-dione FC=1C(=NC=C(C1)F)COC1=CC(N(C(=C1)C)C1=CC(=NC=C1C)N1C(C(=CC=C1)C(C)(C)O)=O)=O